C(C)(C)NCCCC 4-isopropylaminobutane